C1=[N+](CCC=2C3=CC=CC=C3NC12)[O-] 3,4-dihydro-β-carboline oxide